C[C@]12CC[C@H]3[C@H]([C@@H]1CC=C2)CC[C@@H]4[C@@]3(CC[C@H](C4)O)C α-androstenol